OC1=C(CC2=C(C(=CC(=C2)C)CC2=C(C=CC(=C2)C)O)O)C=C(C=C1)C 2,6-bis(2-hydroxy-5'-methylbenzyl)-4-methylphenol